FC1=C(CNC(=O)C=2C(C(=C3C(N4CC[C@H](O[C@H]4CN3C2)C)=O)O)=O)C=CC(=C1)F (2R,9aS)-5-Hydroxy-2-methyl-6,10-dioxo-3,4,6,9,9a,10-hexahydro-2H-1-oxa-4a,8a-diaza-anthracene-7-carboxylic acid 2,4-difluoro-benzylamide